4-(4-chlorophenyl)-1-tosyl-3,4-dihydropyridin-2(1H)-one ClC1=CC=C(C=C1)C1CC(N(C=C1)S(=O)(=O)C1=CC=C(C)C=C1)=O